3-Hydroxy-4-(2-(3-methoxyphenyl)-3-oxoindolin-2-yl)-1-methylpyrrolidine-2,5-dione OC1C(N(C(C1C1(NC2=CC=CC=C2C1=O)C1=CC(=CC=C1)OC)=O)C)=O